COC1=CC=C(OCCN2C3=NC=NC(=C3N=C2)N)C=C1 9-(2-(4-methoxyphenoxy)ethyl)-9H-purine-6-amine